N-γ-linolenoyl-valine C(CCCC\C=C/C\C=C/C\C=C/CCCCC)(=O)N[C@@H](C(C)C)C(=O)O